prop-1-en-1-amine oxide C(=CC)[NH2]=O